(S)-8-(2-amino-6-((R)-1-(4'-butoxy-3'-fluoro-3-(3-methyl-1H-pyrazol-1-yl)-[1,1'-biphenyl]-4-yl)-2,2,2-trifluoroethoxy)pyrimidin-4-yl)-2,8-diazaspiro[4.5]decane-3-carboxylic acid NC1=NC(=CC(=N1)N1CCC2(C[C@H](NC2)C(=O)O)CC1)O[C@@H](C(F)(F)F)C1=C(C=C(C=C1)C1=CC(=C(C=C1)OCCCC)F)N1N=C(C=C1)C